C1(=CC=CC=C1)C(CC1=CC=NC=C1)C1=CC=CC=C1 4-(2,2-diphenylethyl)-pyridine